C1=CC=CC=2C3=CC=CC=C3N(C12)C=1C=C(C=CC1)B(O)O (3-carbazol-9-yl)phenylboronic acid